tert-butyl 4-[7-([2-fluoro-4-[3-(hydroxymethyl)pyrazol-1-yl]phenyl]amino)-1,6-naphthyridin-2-ylsulfonyl]piperazine-1-carboxylate FC1=C(C=CC(=C1)N1N=C(C=C1)CO)NC1=NC=C2C=CC(=NC2=C1)S(=O)(=O)N1CCN(CC1)C(=O)OC(C)(C)C